(1R,2S,3R,5R)-3-(4-Amino-2-chloro-7H-pyrrolo[2,3-d]pyrimidin-7-yl)-5-(3-(isothiazol-4-yl)phenyl)cyclopentane-1,2-diol NC=1C2=C(N=C(N1)Cl)N(C=C2)[C@H]2[C@@H]([C@@H]([C@H](C2)C2=CC(=CC=C2)C=2C=NSC2)O)O